C(C)(C)(C)OC(=O)N1CC(C1)(C)[C@](C1=CC=C(C=C1)CC(F)(F)F)(C=1C=NC=C(C1)C1=NOC(=N1)C1CCOCC1)O 3-{(R)-Hydroxy-{5-[5-(tetrahydro-pyran-4-yl)-[1,2,4]oxadiazol-3-yl]-pyridin-3-yl}-[4-(2,2,2-trifluoro-ethyl)-phenyl]-methyl}-3-methyl-azetidine-1-carboxylic acid tert-butyl ester